(2-Chloro-4-phenoxyphenyl)(4-(((1r,4r)-4-(hydroxymethyl)cyclohexyl)amino)-1H-pyrazolo[3,4-b]pyridin-3-yl)methanone ClC1=C(C=CC(=C1)OC1=CC=CC=C1)C(=O)C1=NNC2=NC=CC(=C21)NC2CCC(CC2)CO